(4-amino-3-nitro-5-(trifluoromethyl)phenyl)(pyrrolidin-1-yl)methanone NC1=C(C=C(C=C1C(F)(F)F)C(=O)N1CCCC1)[N+](=O)[O-]